CS(=O)(=O)C=1N=NC(=CN1)CNC(OC(C)(C)C)=O tert-butyl ((3-(methylsulfonyl)-1,2,4-triazin-6-yl)methyl)carbamate